N-((3S,4S)-3-((6-(2,6-dichloro-3,5-di-methoxyphenyl)-8-((2-(dimethylamino)ethyl)amino)pyrido[3,4-d]pyrimidin-2-yl)amino)tetrahydro-2H-pyran-4-yl)acrylamide ClC1=C(C(=C(C=C1OC)OC)Cl)C1=CC2=C(N=C(N=C2)N[C@@H]2COCC[C@@H]2NC(C=C)=O)C(=N1)NCCN(C)C